Cl.C1NCC12CC(C2)OC2=NC=CC1=CC=CC=C21 1-(2-azaspiro[3.3]hept-6-yl)oxyisoquinoline hydrochloride